(2S)-2-benzyl-N-(8-fluoro-2-methyl-3-quinolyl)-4,4-dimethyl-pentanamide C(C1=CC=CC=C1)[C@@H](C(=O)NC=1C(=NC2=C(C=CC=C2C1)F)C)CC(C)(C)C